N-methyl-methylamine benzenesulfonate C1(=CC=CC=C1)S(=O)(=O)O.CNC